C(C)OC(C=C(C1=CC=CC=C1)OCF)=O beta-monofluoromethoxycinnamic acid ethyl ester